C(C)(C)(C)OC(N(C)CC#CC1=NC=C(C(=C1)F)O)=O N-[3-(4-fluoro-5-hydroxy-2-pyridinyl)prop-2-ynyl]-N-methyl-carbamic acid tert-butyl ester